2-phenylbenzyl-2-dimethylamino-1-(4-morpholinebenzyl-phenyl)-1-butanone C1(=CC=CC=C1)C1=C(CC(C(=O)C2=CC=C(C=C2)CC2=CC=CC=C2N2CCOCC2)(CC)N(C)C)C=CC=C1